CC1(N(CCC1)CCNC(=O)C=1C=C(C(=NC1)C)NC1=NN(C2=NC(=NC=C21)NC=2C=C(C=NC2)CC(=O)OC)C)C methyl 2-(5-((3-((5-((2-(2,2-dimethylpyrrolidin-1-yl) ethyl) carbamoyl)-2-methylpyridin-3-yl)amino)-1-methyl-1H-pyrazolo[3,4-d]pyrimidin-6-yl)amino)pyridin-3-yl)acetate